2-(4-(5-(chlorodifluoromethyl)-1,2,4-oxadiazol-3-yl)benzyl)isoindoline-1,3-dione ClC(C1=NC(=NO1)C1=CC=C(CN2C(C3=CC=CC=C3C2=O)=O)C=C1)(F)F